tert-Butyl ((S)-2-amino-2-oxo-1-((S)-spiro[2.5]octan-5-yl)ethyl)carbamate NC([C@H]([C@@H]1CC2(CC2)CCC1)NC(OC(C)(C)C)=O)=O